(R)-4-(2-(2-cyanoazetidin-1-yl)-7,7-difluoro-6,7-dihydro-5H-cyclopenta[d]pyrimidin-4-yl)benzamide C(#N)[C@@H]1N(CC1)C=1N=C(C2=C(N1)C(CC2)(F)F)C2=CC=C(C(=O)N)C=C2